C(C)C1(CC2C(C(OC2=O)=O)C2=CC=CC=C12)C1C(OC(C1)OC1=CC=CC=C1)OC1=CC=CC=C1 1,3,3a,4,5,9b-hexahydro-5-ethyl-5-(tetrahydro-2,5-diphenoxy-3-furyl)-naphtho[1,2-c]-furan-1,3-dione